FC(OC=1C(=C(C(=C(C1)C1=CC=CC=C1)N)N)OC(F)(F)F)(F)F bis(trifluoromethoxy)-biphenyldiamine